FC1(CCC(CC1)C=1C2=C(N=C(N1)N1C[C@@H](OCC1)C=1C=NN(C1)C)N=C(C=C2)C)F 4-(4,4-difluorocyclohexyl)-7-methyl-2-((2S)-2-(1-methyl-1H-pyrazol-4-yl)-4-morpholinyl)pyrido[2,3-d]pyrimidine